C(C)(C)(C)OC(=O)N1C(CNCC1)CCOC1=CC(=C2C=C(C(N(C2=C1)C)=O)C)Br (2-((5-bromo-1,3-dimethyl-2-oxo-1,2-dihydroquinolin-7-yl)oxy)ethyl)piperazine-1-carboxylic acid tert-butyl ester